3-(methylsulfonylmethyl)-2-methylazetidine CS(=O)(=O)CC1C(NC1)C